2,2'-((4-((2-Hydroxyethyl)amino)-3-nitrophenyl)imino)bisethanol OCCNC1=C(C=C(C=C1)N(CCO)CCO)[N+](=O)[O-]